1-((1R,2R,4S)-7-cyano-7-azabicyclo[2.2.1]heptan-2-yl)-3-(2-(2,5-dichlorophenyl)ethyl)-1,3-dimethylurea C(#N)N1[C@H]2[C@@H](C[C@@H]1CC2)N(C(=O)N(C)CCC2=C(C=CC(=C2)Cl)Cl)C